3-(1-(2-(tert-butoxy)-2-oxoethyl)-1H-pyrrolo[3,2-b]pyridin-3-yl)propionic acid C(C)(C)(C)OC(CN1C=C(C2=NC=CC=C21)CCC(=O)O)=O